(E)-2-octadienol C=C(\C=C\CCCC)O